C(C)(C)(C)OC(=O)N1C(CC=CC1)C=1C=NC=C(C1)C#C[Si](C)(C)C 2-[5-(2-trimethylsilylethynyl)-3-pyridyl]-3,6-dihydro-2H-pyridine-1-carboxylic acid tert-butyl ester